CC=1NC(C=CC1N1CN(C2=CC=C(C=C2C1=O)C(F)(F)F)C1=C(C=CC=C1)CC(F)(F)F)=O 3-(2-Methyl-6-oxo-1,6-dihydropyridin-3-yl)-1-(2-(2,2,2-trifluoroethyl)phenyl)-6-(trifluoromethyl)-2,3-dihydroquinazolin-4(1H)-one